2-(4-hydroxy-1-methyl-piperidin-4-yl)-N-methylacetamide OC1(CCN(CC1)C)CC(=O)NC